N-(phenylmethoxy)methanamine hydrochloride Cl.C1(=CC=CC=C1)CONC